(Z)-11-hexadecenol C(CCCCCCCCC\C=C/CCCC)O